C(C)C1=C(C=CC(=C1)CC)NC1=C(C=C(C=C1)CC)CC bis-(2,4-diethylphenyl)amine